C(C)(C)(C)OC(NCC=1C=C2C=C(N(C2=CC1)CCCC(F)(F)F)CN1C(N(C2=C1C=C(C=C2)F)C)=O)=O (2-((6-fluoro-3-methyl-2-oxo-2,3-dihydro-1H-benzo[d]imidazol-1-yl)methyl)-1-(4,4,4-trifluorobutyl)-1H-indol-5-yl)methylcarbamic acid tert-butyl ester